ICC1=C2C(=NC(=C1)N1[C@@H](COCC1)C)N(C=C2)COCC[Si](C)(C)C (R)-4-(4-(iodomethyl)-1-((2-(trimethylsilyl)ethoxy)methyl)-1H-pyrrolo[2,3-b]pyridin-6-yl)-3-methylmorpholine